COC=1C=C2C(=CC=NC2=CC1)[C@@H](O)[C@H]1N2CC(C(C1)CC2)C=C (R)-(6-methoxy-4-quinolinyl)-[(2S)-5-vinylquinuclidin-2-yl]methanol